CC1=NNC(=C1C=O)C 3,5-dimethyl-pyrazole-4-carbaldehyde